C(C)OC(C(C(COC(C)=O)=O)=CC=1C=NC=C(C1C(C)F)F)=O 4-acetoxy-2-((5-fluoro-4-(1-fluoroethyl)pyridin-3-yl)methylene)-3-oxobutanoic acid ethyl ester